C(C)O[Si](C(CC(C(N)(C)CC(C)[Si](OCC)(OCC)OCC)CN)C)(OCC)OCC bis(2-triethoxysilylpropyl)-methyl-1,3-propanediamine